IC(=C)I 1,1-diiodoethylene